methyl 5-amino-9-chloro-7-(2-(4-(5-fluoro-2-methylpyridin-4-yl)piperazin-1-yl)ethyl)-2-(pyridin-2-yl)-7H-pyrrolo[3,2-e][1,2,4]triazolo[1,5-c]pyrimidine-8-carboxylate NC1=NC2=C(C=3N1N=C(N3)C3=NC=CC=C3)C(=C(N2CCN2CCN(CC2)C2=CC(=NC=C2F)C)C(=O)OC)Cl